methyl β-isodecenylaminopropionate C(=CCCCCCC(C)C)NCCC(=O)OC